NC1=NC(=CC(=N1)C=1N=NN(C1)CC=1N=C(SC1)N1CCC(CC1)C(=O)O)C1=CC(=CC=C1)C#N 1-[4-({4-[2-amino-6-(m-cyanophenyl)-4-pyrimidinyl]-1H-1,2,3-triazol-1-yl}methyl)-1,3-thiazol-2-yl]-4-piperidinecarboxylic acid